ClC1=C(C=CC=C1)N1C=2N(C3=C(C1=O)C=NC(=N3)NC3=CC=C1C(CN(CC1=C3)CC(F)(F)F)(C)C)C=CN2 6-(2-chlorophenyl)-2-{[4,4-dimethyl-2-(2,2,2-trifluoroethyl)-1,2,3,4-tetrahydroisoquinolin-7-yl]amino}imidazo[1,2-a]pyrimido[5,4-e]pyrimidin-5(6H)-one